C12C(CC(C=C1)C2)NC(CN2C(C(=CC=C2)NC([C@H](CC/C=C/C(=O)OC)NC(=O)C=2OC1=C(C2C)C=CC=C1)=O)=O)=O (S,E)-methyl 7-(1-(2-(bicyclo[2.2.1]hept-5-en-2-ylamino)-2-oxoethyl)-2-oxo-1,2-dihydropyridin-3-ylamino)-6-(3-methylbenzofuran-2-carboxamido)-7-oxohept-2-enoate